C1(=CC=CC=C1)S(=O)(=O)NC1=C(N=CS1)C(=O)O 5-benzenesulfonylamino-1,3-thiazole-4-carboxylic acid